2-(hydroxymethyl)-5-methoxyoxolan-3-ol OCC1OC(CC1O)OC